(R)-4-fluoro-1-(1-(phenyl-d5)ethyl)-1H-imidazole-5-carboxylic acid ethyl ester C(C)OC(=O)C1=C(N=CN1[C@H](C)C1=C(C(=C(C(=C1[2H])[2H])[2H])[2H])[2H])F